FC(C(C)NC(O[C@H]1C[C@H](CC1)C1=CC(=NN1)NC=1N=NC=CC1)=O)(F)F (1R,3S)-3-(3-(pyridazin-3-ylamino)-1H-pyrazol-5-yl)cyclopentyl (1,1,1-trifluoropropan-2-yl)carbamate